5-(2,6-dichloro-3,5-dimethoxystyryl)-1H-pyrazol-3-amine ClC1=C(C=CC2=CC(=NN2)N)C(=C(C=C1OC)OC)Cl